dibutyl-p-phenylphenol C(CCC)C=1C(=C(C=CC1C1=CC=CC=C1)O)CCCC